COC=1C=C(C=CC1OC)C=1C(=C2C=CC(=CN2C(C1)=O)N1CCNCC1)C#N 2-(3,4-dimethoxyphenyl)-4-oxo-7-(piperazin-1-yl)-4H-quinolizine-1-carbonitrile